ClC1=CC=C(C=C1)C1(CCNCC1)O 4-(4-chlorophenyl)-4-hydroxypiperidine